4-hydrazinonicotinic acid succinimidyl ester C1(CCC(N1OC(C1=CN=CC=C1NN)=O)=O)=O